2-(3-(2-hydroxy-prop-2-yl)-1H-pyrazol-1-yl)benzonitrile OC(C)(C)C1=NN(C=C1)C1=C(C#N)C=CC=C1